N-Butyl-2-ethoxy-1H-benzo[d]imidazole-1-carboxamide C(CCC)NC(=O)N1C(=NC2=C1C=CC=C2)OCC